3'-(1,3-phenylenedi(methylene))bis1,2-benzenediol C1(=CC(=CC=C1)CC1=C(C(=CC=C1)O)O)CC1=C(C(=CC=C1)O)O